(R)-6-chloro-3-((1-(2-(4-(2-methoxypyrimidin-5-yl)piperazin-1-yl)-3,6-dimethyl-4-oxo-3,4-dihydroquinazolin-8-yl)ethyl)amino)-N-(methylsulfonyl)picolinamide ClC1=CC=C(C(=N1)C(=O)NS(=O)(=O)C)N[C@H](C)C=1C=C(C=C2C(N(C(=NC12)N1CCN(CC1)C=1C=NC(=NC1)OC)C)=O)C